1-(3-chloro-2-fluorobenzyl)-4-((5-fluoro-4-methyl-6-((5-methyl-1H-pyrazol-3-yl)amino)pyridin-2-yl)methyl)piperidine-4-carboxylic acid ClC=1C(=C(CN2CCC(CC2)(C(=O)O)CC2=NC(=C(C(=C2)C)F)NC2=NNC(=C2)C)C=CC1)F